ethyl 6-(4-bromobenzyl)-4-hydroxy-2-oxo-1,2-dihydropyridine-3-carboxylate BrC1=CC=C(CC2=CC(=C(C(N2)=O)C(=O)OCC)O)C=C1